O1C(=CC=C1)[Hf] furyl-hafnium